2-Oxa-7-aza-spiro[4.4]nonane-7-carboxylic acid [4-methoxy-7-(3-methoxy-3-methyl-azetidin-1-yl)-thiazolo[4,5-c]pyridin-2-yl]-amide COC1=NC=C(C2=C1N=C(S2)NC(=O)N2CC1(CCOC1)CC2)N2CC(C2)(C)OC